(R)-6-(difluoromethoxy)-N-(1-hydroxypropan-2-yl)-8-(6-azaspiro[2.5]octan-6-yl)quinoline-3-carboxamide FC(OC=1C=C2C=C(C=NC2=C(C1)N1CCC2(CC2)CC1)C(=O)N[C@@H](CO)C)F